COC1=C(C=C2C=NN(C(C2=C1)=O)C)C1=CC(N(C=C1)C)=O 7-methoxy-2-methyl-6-(1-methyl-2-oxo-1,2-dihydropyridin-4-yl)phthalazin-1(2H)-one